(2-(isopropyl-(methyl)carbamoyl)-3-methoxypyridin-4-yl)carbamic acid tert-butyl ester C(C)(C)(C)OC(NC1=C(C(=NC=C1)C(N(C)C(C)C)=O)OC)=O